tert-butyl (3R,4R)-4-{[7-(cyclopent-1-en-1-yl)-5-fluoropyrrolo[2,1-f][1,2,4]triazin-2-yl] amino}-3-fluoropiperidine-1-carboxylate C1(=CCCC1)C1=CC(=C2C=NC(=NN21)N[C@H]2[C@@H](CN(CC2)C(=O)OC(C)(C)C)F)F